Lithium Fluoride lithium yttrium fluoride [F-].[Y+3].[Li+].[F-].[Li+]